di(ethyl)aminoethyl methacrylate C(C(=C)C)(=O)OCCN(CC)CC